N1=CN=C2N=CNC2=C1N[C@H]1[C@H]([C@@H]([C@H]([C@@H](O1)CO)NC(CNC)=O)O)O N-((2R,3R,4R,5S,6R)-6-((7H-purin-6-yl)amino)-4,5-dihydroxy-2-(hydroxymethyl)tetrahydro-2H-pyran-3-yl)-2-(methylamino)acetamide